fluoro-2-methylbenzaldehyde FC=1C(=C(C=O)C=CC1)C